FC(C=1C=C2C=NC(=NC2=C(C1)C1CC2(C1)CN(CC2)C(=O)OC(C)(C)C)NC2CCN(CC2)S(=O)(=O)C)F Tert-butyl 2-(6-(difluoromethyl)-2-((1-(methylsulfonyl)piperidin-4-yl)amino)quinazolin-8-yl)-6-azaspiro[3.4]octane-6-carboxylate